ClC1=C(C=CC=C1Cl)C1=NN(C2=NC(=CN=C21)N2CC1C(C1CC2)(C2=CSC=C2)CN2C(C1=CC=CC=C1C2=O)=O)C2OCCCC2 2-((3-(3-(2,3-dichlorophenyl)-1-(tetrahydro-2H-pyran-2-yl)-1H-pyrazolo[3,4-b]pyrazin-6-yl)-7-(thiophen-3-yl)-3-azabicyclo[4.1.0]heptan-7-yl)methyl)isoindoline-1,3-dione